ClC1=C(C=C(C(=O)N)C=C1[N+](=O)[O-])OCCN1CCOCC1 4-chloro-3-(2-morpholinoethoxy)-5-nitro-benzamide